CC(=CCOP([O-])(=O)OP(=O)([O-])[O-])CSC 3-methyl-4-(methylthio)but-2-en-1-yl-diphosphate